N1C(=NC2=C1C=CC=C2)C2=CC(=NN2CC2=CC=C(C=C2)OC)NC(=O)C=2C=NC(=NC2)N2CCN(CC2)C N-[5-(1H-benzimidazol-2-yl)-1-[(4-methoxyphenyl)methyl]pyrazol-3-yl]-2-(4-methylpiperazin-1-yl)pyrimidine-5-carboxamide